(1S,2S)-2-methylcyclopentan-1-ol C[C@@H]1[C@H](CCC1)O